N-(2-(1-isopropyl-2-methylpiperidin-3-yl)thieno[2,3-b]pyridin-4-yl)benzo[d]thiazol-5-amine C(C)(C)N1C(C(CCC1)C1=CC=2C(=NC=CC2NC=2C=CC3=C(N=CS3)C2)S1)C